1-hydroxy-propane OCCC